N,N-dimethyl-5-((6-(1-methylpiperidin-4-yl)-4-morpholinofuro[3,2-d]pyrimidin-2-yl)amino)-3-(pyridin-4-yl)-1H-pyrazole-1-sulfonamide CN(S(=O)(=O)N1N=C(C=C1NC=1N=C(C2=C(N1)C=C(O2)C2CCN(CC2)C)N2CCOCC2)C2=CC=NC=C2)C